8-oxo-7,8-dihydro-deoxyadenosine O=C1N([C@H]2C[C@H](O)[C@@H](CO)O2)C=2N=CN=C(C2N1)N